N1=C(C=CC=C1)C=1NC=CC1 pyridylAzole